1-[4-(6-{3-chloro-7-methyl-7H-imidazo[4,5-c]pyridazin-6-yl}-5-(ethanesulfonyl)pyridin-3-yl)phenyl]cyclopropane-1-carbonitrile ClC1=CC2=C(N=N1)N(C(=N2)C2=C(C=C(C=N2)C2=CC=C(C=C2)C2(CC2)C#N)S(=O)(=O)CC)C